C1=C(C=CC2=CC=CC=C12)C=1C=CC=C2C(=CC=NC12)OCCN1CCOCC1 4-(2-((8-(naphthalen-2-yl)quinolin-4-yl)oxy)ethyl)morpholine